sodium (2R,2'R)-4,4'-disulfanediylbis(2-azidobutane-1-sulfinate) S(SCC[C@H](CS(=O)[O-])N=[N+]=[N-])CC[C@H](CS(=O)[O-])N=[N+]=[N-].[Na+].[Na+]